NC=1N=C(SC1C(=O)C1=CC(=NO1)C(=O)NC=1C=NN(C1)C)N(C1=CC=C(C=C1)F)[C@@H](C(=O)N)C |r| rac-5-[4-amino-2-(N-(2-amino-1-methyl-2-oxoethyl)-4-fluoro-anilino)thiazole-5-carbonyl]-N-(1-methylpyrazol-4-yl)isoxazole-3-carboxamide